1-[6-[6-[(6-Methylpyridazin-3-yl)amino]imidazo[4,5-c]pyridin-3-yl]-2-[3-methyl-1-(2,2,2-trifluoroethyl)pyrazol-4-yl]-3-pyridyl]ethanone CC1=CC=C(N=N1)NC1=CC2=C(C=N1)N(C=N2)C2=CC=C(C(=N2)C=2C(=NN(C2)CC(F)(F)F)C)C(C)=O